7-CHLOROQUINOLINE-4-BORONIC ACID ClC1=CC=C2C(=CC=NC2=C1)B(O)O